(4-amino-phenyl)-acetic acid methyl ester COC(CC1=CC=C(C=C1)N)=O